NC1(CC1)C1=CC(=NC2=CC=CC=C12)C1=NNC(=C1)C(=O)N 3-(4-(1-amino-cyclopropyl)quinolin-2-yl)-1H-pyrazole-5-carboxamide